7-[3-(Cyclohexylcarbamoyl)azetidin-1-yl]-4-oxo-1-(1,2,4-thiadiazol-5-yl)-1,4-dihydro-1,8-naphthyridine-3-carboxylic acid C1(CCCCC1)NC(=O)C1CN(C1)C1=CC=C2C(C(=CN(C2=N1)C1=NC=NS1)C(=O)O)=O